ClC=1C=NN(C1C1=NN2C(N(C(CC2)=O)C(C)C2=CC=C(C=C2)N2N=C(C=C2OCC(F)F)C(F)(F)F)=N1)C(C)C 2-(4-chloro-1-isopropyl-1H-pyrazol-5-yl)-4-(1-(4-(5-(2,2-difluoroethoxy)-3-(trifluoromethyl)-1H-pyrazol-1-yl)phenyl)ethyl)-6,7-dihydro-[1,2,4]triazolo[1,5-a]pyrimidin-5(4H)-one